CC(C)C=1C=NC=C(C1NC(=O)NS(=O)(=O)C1=C(C=C(C=C1)S(NC)(=O)=O)CO)C(C)C 1-[3,5-bis(propan-2-yl)pyridin-4-yl]-3-[2-(hydroxymethyl)-4-(methylsulfamoyl)benzenesulfonyl]urea